25-hydroxycholest-4-en-3-one OC(C)(C)CCC[C@@H](C)[C@H]1CC[C@H]2[C@@H]3CCC4=CC(CC[C@]4(C)[C@H]3CC[C@]12C)=O